CC1=CC=C(C=C1)C1=NOC(=N1)CN1C(N(CC1=O)C1=CC=CC=C1)=O 3-{[3-(4-methylphenyl)-1,2,4-oxadiazol-5-yl]-methyl}-1-phenylimidazolidine-2,4-dione